O(C1=CC=CC=C1)CC1(C2=CC=CC=C2C=2C=CC=CC12)COC1=CC=CC=C1 9,9-bis(phenoxymethyl)fluorene